C(=C)P1(=NP(=NP(=N1)(OC)C=C)(F)C=C)F (trivinyl)(difluoro)(methoxy)cyclotriphosphazene